O.[O-2].[O-2].[Al+3] aluminum dioxide hydrate